2-(2-methoxypyridin-4-yl)-6-methylmorpholine COC1=NC=CC(=C1)C1CNCC(O1)C